8-(6-((R)-1-(2-((R)-3-isopropoxypyrrolidin-1-yl)ethoxy)ethyl)pyridin-3-yl)-1-isopropyl-3-methyl-1H-imidazo[4,5-c]cinnolin-2(3H)-one C(C)(C)O[C@H]1CN(CC1)CCO[C@H](C)C1=CC=C(C=N1)C1=CC=2C3=C(N=NC2C=C1)N(C(N3C(C)C)=O)C